monomethyl-sebacamide CC(C(=O)N)CCCCCCCC(=O)N